COC(CC(CC1=C(C=CC(=C1)OC)[N+](=O)[O-])N)=O 3-amino-4-(5-methoxy-2-nitrophenyl)butyric acid methyl ester